FC1=C(C(=CC=C1)O)C1=CC2=C(C=N1)NC(N2CC2=CC=C(C=C2)C=2N(C=C(N2)C(F)(F)F)C)=O 6-(2-Fluoro-6-hydroxyphenyl)-1-(4-(1-methyl-4-(trifluoromethyl)-1H-imidazol-2-yl)benzyl)-1,3-dihydro-2H-imidazo[4,5-c]pyridin-2-one